[I].BrC=1C=CC(=C2C(=NNC12)I)F 7-Bromo-4-fluoro-3-iodo-1H-indazole Iodine